(-)-ethyl (3-(5-(5-(1-amino-3-cyclopropyl-1-(pyridin-3-yl)propyl)-2-fluorophenylcarbamoyl)-3-(trifluoromethyl)-1H-pyrazol-1-yl)phenyl)(imino)methylcarbamate NC(CCC1CC1)(C=1C=NC=CC1)C=1C=CC(=C(C1)NC(=O)C1=CC(=NN1C=1C=C(C=CC1)N(C(OCC)=O)C=N)C(F)(F)F)F